benzyl 1-(aminomethyl)-6-azaspiro[2.5]octane-6-carboxylate NCC1CC12CCN(CC2)C(=O)OCC2=CC=CC=C2